4-amino-2-(ethoxymethyl)-α,α-di-methyl-1H-imidazo[4,5-c]quinoline-1-ethanol NC1=NC=2C=CC=CC2C2=C1N=C(N2CC(O)(C)C)COCC